CCCCCCCS n-heptylmercaptan